BrC=1C(=C2N(CCNC2=O)C1CCl)I 7-bromo-6-(chloromethyl)-8-iodo-3,4-dihydropyrrolo[1,2-a]pyrazin-1(2H)-one